CN(C(C)=O)C=1C=NC(=CC1C)C1=NSC(=N1)NC1=NC=CC=C1C N-methyl-N-(4-methyl-6-(5-(3-methylpyridin-2-ylamino)-1,2,4-thiadiazol-3-yl)pyridin-3-yl)acetamide